C(C)S(=O)(=O)C=1C(=NC=C(C1)C1=CC=C(C=C1)OC(F)(F)F)C(=O)NC1=NC=C(C=C1)C(F)(F)F 3-(Ethylsulfonyl)-5-(4-(trifluoromethoxy)phenyl)-N-(5-(trifluoromethyl)pyridin-2-yl)picolinamide